N1(CCCC1)C=CC1=NC=CC=N1 (2-pyrrolidin-1-ylvinyl)pyrimidine